C(CC)OCC1CO1 3-n-propoxy Propylene oxide